OCCN1N=NC2=C1C=CC=C2 1-(2-hydroxyethyl)benzotriazole